ClC=1C(=NC=NC1NCCC1=CC=C(C=C1)C(F)(F)F)C(C)F 5-chloro-4-(1-fluoroethyl)-6-[2-(4-trifluoromethylphenyl)ethylamino]pyrimidine